[(1S)-1,2-Dihydroxyethyl]-3,4-dihydroxyfuran-2(5H)-one O[C@@H](CO)C1C(=C(C(O1)=O)O)O